chloropyrimidine acrylate C(C=C)(=O)O.ClC1=NC=CC=N1